4-[(2R)-3-(3,4-dihydro-1H-isoquinolin-2-yl)-2-hydroxy-propyl]-8-[[2-(hydroxymethyl)-1-piperidinyl]methyl]-2,3-dihydro-1,4-benzoxazepin-5-one C1N(CCC2=CC=CC=C12)C[C@H](CN1CCOC2=C(C1=O)C=CC(=C2)CN2C(CCCC2)CO)O